ClC1=CC=C(C=C1)C1=C(C=CC=C1)CN1CCN(CC1)CC1=C2CN(C(C2=CC=C1)=O)C1C(NC(CC1)=O)=O 3-(4-((4-((4'-chloro-[1,1'-biphenyl]-2-yl)methyl)piperazin-1-yl)methyl)-1-oxoisoindolin-2-yl)piperidine-2,6-dione